methacryloxyethyl-butyl-imidazole chloride salt [Cl-].C(C(=C)C)(=O)OCCC=1N=C(NC1)CCCC